ClC1=C(C=CC(=C1)CNC1CCC(CC1)(C)O)N1N=CC(=C1)C1=NC(=NC=C1C#N)NC1CCN(CC1)S(=O)(=O)C 4-(1-(2-Chloro-4-((((1r,4r)-4-hydroxy-4-methylcyclohexyl)amino)methyl)phenyl)-1H-pyrazol-4-yl)-2-((1-(methylsulfonyl)piperidin-4-yl)amino)pyrimidine-5-carbonitrile